N1=CC(=CC=C1)CSCCSCCCSCCSCC=1C=NC=CC1 1,13-bis(3-pyridinyl)-2,5,9,12-tetrathiatridecane